Cl.FC1=C(C=CC(=C1)C1CNCCO1)C=1N=C2SC3=C(N2C1)C=CC(=C3)C(=O)NC3CCOCC3 (2-fluoro-4-(morpholin-2-yl)phenyl)-N-(tetrahydro-2H-pyran-4-yl)benzo[d]imidazo[2,1-b]thiazole-7-carboxamide hydrochloride